BrC1=C2C=C(CC2=CC=C1)C 4-bromo-2-methyl-1H-indene